5-[4-(aminomethyl)piperidin-1-yl]-2-({6-methylimidazo[1,2-a]pyridin-2-yl}methyl)-1,2-dihydro-2,7-naphthyridin-1-one NCC1CCN(CC1)C1=C2C=CN(C(C2=CN=C1)=O)CC=1N=C2N(C=C(C=C2)C)C1